ClC1=CC2=C(C(N3[C@@H](CO2)CN(CC3)C(=O)OC(C)(C)C)=O)C(=N1)NC=1C(=NC=CC1C)C(C)C tert-butyl (R)-3-chloro-1-((2-isopropyl-4-methylpyridin-3-yl)amino)-12-oxo-6a,7,9,10-tetrahydro-12H-pyrazino[2,1-c]pyrido[3,4-f][1,4]oxazepine-8(6H)-carboxylate